2-methyl-3H-imidazo[4,5-b]pyridine-7-carboxylic acid CC1=NC=2C(=NC=CC2C(=O)O)N1